C1(CC1)[C@H](CNC(=O)C=1NC(C=CN1)=O)CC1=C(C=CC=C1F)F (R)-N-(2-cyclopropyl-3-(2,6-difluorophenyl)propyl)-6-oxo-1,6-dihydropyrimidine-2-carboxamide